C(#N)C=1C=C2C=C(N=C(C2=CC1)C(=O)N[C@@H]1CC[C@H](CC1)OC)N1C=NC=C1 6-cyano-3-(imidazol-1-yl)-N-[(trans)-4-methoxycyclohexyl]isoquinoline-1-carboxamide